1-Ethyl-7-methoxy-1H-pyrazolo[4,3-c]pyridin-6-amine C(C)N1N=CC=2C=NC(=C(C21)OC)N